CC1=CC(=C(C=C1N=NC2=C3C(=CC(=C2)S(=O)(=O)[O-])C=C(C=C3O)S(=O)(=O)[O-])OC)N=NC4=C(C=C5C=C(C=CC5=C4O)NC6=CC=CC=C6)S(=O)(=O)[O-].[Na+].[Na+].[Na+] The molecule is an organic sodium salt resulting from the formal condensation of Durazol blue 4R (acid form) with three equivalents of sodium hydroxide. It has a role as a fluorochrome and a histological dye. It contains a Durazol blue 4R(3-).